C(CC)C1OC=CO1 alpha-propyldioxol